CC=1C=C(NCC=2N=C(OC2)\C=C\C2=CC=C(C=C2)C(F)(F)F)C=CC1 (E)-3-methyl-N-((2-(4-(trifluoromethyl)styryl)oxazol-4-yl)methyl)aniline